FC(CCOC1=CC(=C(C=C1)[C@H]1CC(N1C1=CC2=C(NC=N2)C=C1)=O)F)F (R)-4-(4-(3,3-difluoropropoxy)-2-fluorophenyl)-1-(1H-benzo[d]imidazol-5-yl)azetidin-2-one